NCC1CCS(CC1)(=O)=O 4-(aminomethyl)-tetrahydro-2H-thiopyran 1,1-dioxide